C(C)OC(=O)C1=NC=2N(C(=C1C)N(C1CCNCC1)CC)N=CC2Br 3-bromo-7-(ethyl-(piperidin-4-yl)amino)-6-methylpyrazolo[1,5-a]Pyrimidine-5-carboxylic acid ethyl ester